(3-methylisoxazol-5-yl)-N-(5-((1R,3S)-3-((4-(prop-1-en-2-yl)pyridin-3-yl)oxy)cyclopentyl)-1H-pyrazol-3-yl)acetamide CC1=NOC(=C1)CC(=O)NC1=NNC(=C1)[C@H]1C[C@H](CC1)OC=1C=NC=CC1C(=C)C